CC(CCCC/C=C/CCCCCCC=O)CC (E)-14-methyl-8-hexadecenal